erbium oxysulfide O=S.[Er]